(6-amino-1,4-difluoro-5,6,7,8-tetrahydronaphthalen-2-yl)piperazine-1-carboxylic acid tert-butyl ester C(C)(C)(C)OC(=O)N1C(CNCC1)C1=C(C=2CCC(CC2C(=C1)F)N)F